FC1=C(CN2CCC(CC2)(O)CN2C=NC3=C(C2=O)C=NN3C3=CC=C(C=C3)F)C(=CC=C1)F 5-((1-(2,6-difluorobenzyl)-4-hydroxypiperidin-4-yl)methyl)-1-(4-fluorophenyl)-1,5-dihydro-4H-pyrazolo[3,4-d]pyrimidin-4-one